C(C)(=O)C=1C=C(C=C2C(C=C(OC12)SCC)=O)C 8-acetyl-2-ethylsulfanyl-6-methyl-chromen-4-one